C(C)(C)(C)OC(=O)N1CC(CC1)C(C1=C2C=CN(C2=C(C=C1OC)C)C(=O)OC(C)(C)C)N1N=C2C=C(C=CC2=C1)C#N tert-butyl 4-((1-(tert-butoxycarbonyl)-pyrrolidin-3-yl)(6-cyano-2H-indazol-2-yl)methyl)-5-methoxy-7-methyl-1H-indole-1-carboxylate